1,4-cyclohexanediethanol C1(CCC(CC1)CCO)CCO